(Z)-3-((2-toluenesulfonylhydrazino)methyl)-6,7-dihydropyrazolo[1,5-a]pyrimidine-4,6(5H)-dicarboxylic acid 4-(tert-butyl) ester 6-ethyl ester C(C)OC(=O)C1CN(C=2N(C1)N=CC2CNNS(=O)(=O)CC2=CC=CC=C2)C(=O)OC(C)(C)C